OC(C1=CC2=C(N=C(N=C2)C)OC1=O)C1=CC=CC=C1 6-(hydroxy(phenyl)methyl)-2-methyl-7H-pyrano[2,3-d]pyrimidin-7-one